N[C@@H]([C@H](O)C)C(=O)NC(=O)C1(C2=NCN([C@H]3[C@H](O)[C@H](O)[C@@H](CO)O3)C2=NC=N1)N 6-threonylcarbamoyl-adenosine